(3S,4R,5R)-2-((diethoxyphosphoryl)methoxy)-5-(2,4-dioxo-3,4-dihydropyrimidin-1(2H)-yl)-4-(methoxy-d3)tetrahydrofuran-3-ylbenzoate C(C)OP(=O)(OCC)COC1O[C@H]([C@@H]([C@@H]1OC(C1=CC=CC=C1)=O)OC([2H])([2H])[2H])N1C(NC(C=C1)=O)=O